CC=1C=C(C=CC1S(=O)(=O)C)B(O)O (3-methyl-4-methyl-sulfonyl-phenyl)boronic acid